C(CC1=CC=CC=C1)NC1=C(C=CC=C1)N1CCN(CC1)C(=O)[O-] 4-(2-(Phenethylamino)phenyl)piperazine-1-carboxylate